The molecule is a diterpenoid that is podocarpa-6,8,11,13-tetraene substituted by a methyl group at position 13 and hydroxy groups at position 3 and 12. Isolated from Securinega suffruticosa, it exhibits cytotoxicity towards human cancer cells. It has a role as a metabolite and an antineoplastic agent. It is a diterpenoid, a secondary alcohol and a member of phenols. It derives from a hydride of a podocarpane. CC1=CC2=C(C=C1O)[C@]3(CC[C@@H](C([C@@H]3C=C2)(C)C)O)C